N-[2-(2-picolyl)phenyl]benzamide N1=C(C=CC=C1)CC1=C(C=CC=C1)NC(C1=CC=CC=C1)=O